[Cu].N1C=NC=C1.N1C=NC=C1.N1C=NC=C1.N1C=NC=C1 tetraimidazole copper